3,3,3-trifluoropropyl 3,3,3-trifluoropropionate FC(CC(=O)OCCC(F)(F)F)(F)F